3-Chlorobenzyl ((2S,3S)-3-(tert-butoxy)-1-(((S)-3-cyclohexyl-1-oxo-1-(((S)-1-oxo-3-((S)-2-oxopyrrolidin-3-yl)propan-2-yl)amino)propan-2-yl)amino)-1-oxobutan-2-yl)carbamate C(C)(C)(C)O[C@H]([C@@H](C(=O)N[C@H](C(N[C@H](C=O)C[C@H]1C(NCC1)=O)=O)CC1CCCCC1)NC(OCC1=CC(=CC=C1)Cl)=O)C